C(C)(C)(C)OC(=O)N[C@@H](CSSC[C@@H](C(=O)O)NC(=O)OC(C)(C)C)C(=O)O N,N'-bis-(t-butoxycarbonyl)-L-cystine